BrC=1C=C2C3=C(NC2=CC1)C(=NC=C3)C 6-bromo-1-methyl-9H-pyrido[3,4-b]indole